3-(2-{6-[(7R)-7-amino-2-azabicyclo[2.2.1]heptane-2-carbonyl]-4-fluoro-3-methylpyrazolo[1,5-a]pyridin-2-yl}-1-(cyclopropylmethyl)-1H-pyrrolo[2,3-b]pyridin-6-yl)-2-methylphenol N[C@H]1C2N(CC1CC2)C(=O)C=2C=C(C=1N(C2)N=C(C1C)C1=CC=2C(=NC(=CC2)C=2C(=C(C=CC2)O)C)N1CC1CC1)F